(4-hydroxy-[1,3]diazino[5,4-d]pyrimidin-2-ylazetidin-3-yl) piperidine-1-carboxylate N1(CCCCC1)C(=O)OC1CN(C1)C=1N=C(C2=C(N1)C=NC=N2)O